(5-Amino-1-(4-methoxybenzyl)-3-(pyridazin-4-yl)-1H-pyrazol-4-yl)methanol NC1=C(C(=NN1CC1=CC=C(C=C1)OC)C1=CN=NC=C1)CO